F[C@@H]1[C@@H]([C@@H](N(C1)C(=O)C1OCC1)CC=1C(=C(C=CC1)C1=CC=CC=C1)F)NS(=O)(=O)C1CC1 N-[(2S,3R,4S)-4-fluoro-2-[(2-fluoro[1,1'-biphenyl]-3-yl)methyl]-1-(oxetane-2-carbonyl)pyrrolidin-3-yl]cyclopropanesulfonamide